N-(2,3-dihydro-1,4-benzoxazin-4-yl)-6-fluoro-3-(morpholin-4-yl)-7-(2,3,5-trifluorophenyl)thieno[3,2-b]pyridine-2-carboxamide O1CCN(C2=C1C=CC=C2)NC(=O)C2=C(C1=NC=C(C(=C1S2)C2=C(C(=CC(=C2)F)F)F)F)N2CCOCC2